CC1CC(NN1)NC2=NC(=C3C=CC(=NC3=C2)CN4CCOCC4)NC5C[C@H]6CC[C@@H](C5)N6CC(F)(F)F N7-(5-methyl-1H-pyrazol-3-yl)-2-(morpholinomethyl)-N5-((1R,3s,5S)-8-(2,2,2-trifluoroethyl)-8-azabicyclo[3.2.1]octan-3-yl)-1,6-naphthyridine-5,7-diamine